2,5-dibromo-1-ethyl-3-bromohexyl-pyrrole BrC(C(CC)C=1NC=CC1)C(CC(C)Br)Br